2-((R)-4-(2-(4-(3-(4-cyano-3-(trifluoromethyl)phenyl)-5,5-dimethyl-4-oxo-2-thioxoimidazolidin-1-yl)-2-ethylphenoxy)ethyl)-2-methylpiperazin-1-yl)acetamide hydrochloride Cl.C(#N)C1=C(C=C(C=C1)N1C(N(C(C1=O)(C)C)C1=CC(=C(OCCN2C[C@H](N(CC2)CC(=O)N)C)C=C1)CC)=S)C(F)(F)F